C(C1=CC=CC=C1)OC=1C=C2C(=NC1)[C@]1([C@@](O2)([C@@H]([C@H]([C@H]1O)C(=O)O)C1=CC=CC=C1)C1=CC=C(C=C1)Br)O |r| rac-(5aR,6S,7R,8R,8aS)-3-(benzyloxy)-5a-(4-bromophenyl)-8,8a-dihydroxy-6-phenyl-5a,7,8,8a-tetrahydro-6H-cyclopenta[4,5]furo[3,2-b]pyridine-7-carboxylic acid